Diiodoplatinum I[Pt]I